(S)-N-(2-(2-methylpiperazin-1-yl)pyrimidin-5-yl)-6-(1H-pyrazol-1-yl)nicotinamide C[C@@H]1N(CCNC1)C1=NC=C(C=N1)NC(C1=CN=C(C=C1)N1N=CC=C1)=O